6-(trifluoromethyl)(pyridin-yl)-N-(2-(trifluoro-methyl)-pyridin-4-yl)-1,3,5-triazin-2-amine FC(C1=NC(=NC(=N1)NC1=CC(=NC=C1)C(F)(F)F)C1=NC=CC=C1)(F)F